FC(C(=O)O)(F)F.NCC(CC=1N(C(NN1)=O)CC1=C(C=CC=C1)C1=CC=C(C=C1)S(=O)(=O)C)=C(F)F [2-(aminomethyl)-3,3-difluoro-allyl]-4-[[2-(4-methylsulfonylphenyl)phenyl]methyl]-1,2,4-triazol-3-one trifluoroacetate salt